(R)-5-(4-(3-(3,6-dibromo-9H-carbazol-9-yl)-2-hydroxypropyl)piperazin-1-yl)pentanoate BrC=1C=CC=2N(C3=CC=C(C=C3C2C1)Br)C[C@@H](CN1CCN(CC1)CCCCC(=O)[O-])O